(E)-ethyl 5-(3-(2-cyano-2-(6-methoxy-3H-imidazo[4,5-c]pyridin-2-yl)vinyl)-2,5-dimethyl-1H-pyrrol-1-yl)-2-methylthiazole-4-carboxylate C(#N)\C(=C/C1=C(N(C(=C1)C)C1=C(N=C(S1)C)C(=O)OCC)C)\C1=NC2=C(C=NC(=C2)OC)N1